C(CCC)OCC(C)O propylene glycol monoButyl ether